CC(C)(C)C=1C=C2C(=C(C(=NC2=C(C1)F)C)C)CC(=O)[O-] [6-(1,1-Dimethylethyl)-8-fluoro-2,3-dimethylquinolin-4-yl]acetate